4-(2-ethoxyacetyl)benzoic acid C(C)OCC(=O)C1=CC=C(C(=O)O)C=C1